ClC(CC(=O)OCCCCCCCCCCCCCCCCCCC)C nonadecyl 3-chlorobutyrate